S1C2=C(C=C1)C=CC(=C2)C=2C=C(C(=O)N1CC(CCC1)C=1C=C(OC(C(=O)OC)(C)C)C=CC1)C=CC2 methyl 2-(3-(1-(3-(benzo[b]thiophen-6-yl) benzoyl) piperidin-3-yl) phenoxy)-2-methylpropionate